(R)-4-fluoro-1-(1-(3-fluorophenyl)ethyl)-1H-imidazole-5-carboxylic acid ethyl ester C(C)OC(=O)C1=C(N=CN1[C@H](C)C1=CC(=CC=C1)F)F